ClC1=C(C=NN1C)N(C(=O)C=1C=NC(=NC1)C1CC1)CC=1C=CC=2C3=C(C(=NC2C1)Cl)COC3 N-(5-chloro-1-methyl-1H-pyrazol-4-yl)-N-({4-chloro-1H,3H-furo[3,4-c]quinolin-7-yl}methyl)-2-cyclopropylpyrimidine-5-carboxamide